(R)-7-Cyclobutyl-N-(1,1-dioxido-2,3-dihydrothiophen-3-yl)-5-hydroxy-2-oxo-1,2-dihydroquinoline-3-carboxamide C1(CCC1)C1=CC(=C2C=C(C(NC2=C1)=O)C(=O)N[C@H]1CS(C=C1)(=O)=O)O